1-(4-fluoro-2-methylphenyl)-3-(2-methoxy-4-methylpyrimidin-5-yl)-7-(trifluoromethyl)-2,3-dihydroquinazolin-4(1H)-one FC1=CC(=C(C=C1)N1CN(C(C2=CC=C(C=C12)C(F)(F)F)=O)C=1C(=NC(=NC1)OC)C)C